C12(CC3CC(CC(C1)C3)C2)CCN2CCN(CC2)CCOC2=C3C(N(C(=NC3=CC=C2)C)C2C(NC(CC2)=O)=O)=O 3-(5-(2-(4-(2-((3r,5r,7r)-adamantan-1-yl)ethyl)piperazin-1-yl)ethoxy)-2-methyl-4-oxoquinazolin-3(4H)-yl)piperidine-2,6-dione